BrC=1C(=NC(=CC1)C(F)(F)F)COC 3-bromo-2-(methoxymethyl)-6-(trifluoromethyl)pyridine